N-(2-ethynylthiazol-4-yl)-2-phenylacetamide C(#C)C=1SC=C(N1)NC(CC1=CC=CC=C1)=O